1-[(1-Methyl-1H-pyrazol-4-yl)[(3S)-1-methylpiperidin-3-yl]sulfamoyl]-3-[5-methyl-2-(propan-2-yl)thiophen-3-yl]urea CN1N=CC(=C1)N(S(=O)(=O)NC(=O)NC1=C(SC(=C1)C)C(C)C)[C@@H]1CN(CCC1)C